(+)-carboxypyran C(=O)(O)C1OC=CC=C1